lauric acid glycidyl ester C(C1CO1)OC(CCCCCCCCCCC)=O